C(#N)CCCN1C(=CC(=C1C)S(=O)(=O)C=1C=C2C=NN(C2=CC1)C)C(=O)O 1-(3-cyanopropyl)-5-methyl-4-((1-methyl-1H-indazol-5-yl)sulfonyl)-1H-pyrrole-2-carboxylic acid